4-ethoxy-6-((S)-1-(5-(6-fluoro-2-methylpyridin-3-yl)-7-(2-((S)-2-(hydroxymethyl)azetidin-1-yl)ethyl)-1-oxo-3,4-dihydroisoquinolin-2(1H)-yl)ethyl)nicotinonitrile C(C)OC1=CC(=NC=C1C#N)[C@H](C)N1C(C2=CC(=CC(=C2CC1)C=1C(=NC(=CC1)F)C)CCN1[C@@H](CC1)CO)=O